SCSC1=CC=C(C=C1)SCS 1,4-bis(mercaptomethylthio)benzene